(3,5-ditertiary butyl-4-hydroxyphenyl) propionate C(CC)(=O)OC1=CC(=C(C(=C1)C(C)(C)C)O)C(C)(C)C